ClC1=CC(=C(C(=N1)[N+](=O)[O-])O)F 6-chloro-4-fluoro-2-nitro-pyridin-3-ol